1-(3-methoxy-4-fluorobenzyl)-3-((1-methyl-1H-pyrazol-4-yl)methyl)-N-(1-methylcyclopropyl)-2,4-dioxo-1,2,3,4-tetrahydrothieno[2,3-d]pyrimidine-6-sulfonamide COC=1C=C(CN2C(N(C(C3=C2SC(=C3)S(=O)(=O)NC3(CC3)C)=O)CC=3C=NN(C3)C)=O)C=CC1F